C1(=CC=CC=C1)[C@@H]1CN(C[C@H]1C(NC1=CSC2=CN=CC=C21)=O)C(=O)OC(C)(C)C tert-Butyl (3R,4S)-3-phenyl-4-(thieno[2,3-c]pyridin-3-ylcarbamoyl)pyrrolidine-1-carboxylate